FC1=CC=C(C=C1)C=1C(=CC=CC1)C(=O)OC methyl 4'-fluoro[1,1'-biphenyl]-2-carboxylate